3-(2-bromo-4-fluorophenyl)propionyl chloride BrC1=C(C=CC(=C1)F)CCC(=O)Cl